2,2-difluoro-1-phenyl-3-(p-tolyl)butan-1-one FC(C(=O)C1=CC=CC=C1)(C(C)C1=CC=C(C=C1)C)F